N[C@@H](CS)CC1=C(C=2N=NN=C(C2S1)NCC1=CC=NC=C1)Br (R)-2-amino-3-(7-bromo-4-((pyridin-4-ylmethyl)amino)thieno[3,2-d][1,2,3]triazin-6-yl)propane-1-thiol